6-imidazol-1-yl-3-(2-trimethylsilylethoxymethyl)benzimidazole-4-carboxamide N1(C=NC=C1)C=1C=C(C2=C(N=CN2COCC[Si](C)(C)C)C1)C(=O)N